3,4-Difluoro-2-(2-fluoro-4-iodoanilino)-5-[[2-fluoro-3-(oxazolidin-4-ylsulfonylamino)phenyl]methyl]benzamide FC=1C(=C(C(=O)N)C=C(C1F)CC1=C(C(=CC=C1)NS(=O)(=O)C1NCOC1)F)NC1=C(C=C(C=C1)I)F